(2S)-3-(3-chloro-4-hydroxy-phenyl)-2-(9H-fluoren-9-ylmethoxycarbonylamino)propanoic acid ClC=1C=C(C=CC1O)C[C@@H](C(=O)O)NC(=O)OCC1C2=CC=CC=C2C=2C=CC=CC12